3-(2-nitroethyl)tetrahydropyran-2-one [N+](=O)([O-])CCC1C(OCCC1)=O